NC1=CC(=C(C(=N1)C1=C(C=C2C(=NC(=NC2=C1F)OC[C@H]1N(CCC1)C)N1[C@H]2CC[C@@](C1)(C2)N)Cl)C(F)(F)F)C (1S,4S)-2-((R)-7-(6-amino-4-methyl-3-(trifluoromethyl)pyridin-2-yl)-6-chloro-8-fluoro-2-(((S)-1-methylpyrrolidin-2-yl)methoxy)quinazolin-4-yl)-2-azabicyclo[2.2.1]heptan-4-amine